C(C)(C)(C)OOC(C#CC(C)OOC(C)(C)C)C di(t-butylperoxy)-3-hexyne